ClC1=C(NC(=C1Cl)C)C(=O)NC1=C(C=C(C=C1)C1=NOC(N1)=O)N1CC(CCC1)CNC(OC(C)(C)C)=O tert-butyl ((1-(2-(3,4-dichloro-5-methyl-1H-pyrrole-2-carboxamido)-5-(5-oxo-4,5-dihydro-1,2,4-oxadiazol-3-yl)phenyl)piperidin-3-yl)methyl)carbamate